1,3-bis(triethoxysilylethyl)-1,1,3,3-tetramethyldisiloxane C(C)O[Si](OCC)(OCC)CC[Si](O[Si](C)(C)CC[Si](OCC)(OCC)OCC)(C)C